C(C)(=O)N1CCN(CC1)C1=CC=C(C=C1)NC1=NC=C(C(=N1)NCC)C(=O)N 2-(4-(4-acetylpiperazin-1-yl)phenylamino)-4-(ethylamino)pyrimidine-5-carboxamide